[Ru]=O.[Sb] antimony-ruthenium oxide